2-((2S)-1-(2-fluoroacryloyl)-4-(7-(8-methylnaphthalen-1-yl)-2-((tetrahydro-1H-pyrrolizin-7a(5H)-yl)methoxy)-7,8-dihydro-5H-pyrano[4,3-d]pyrimidin-4-yl)piperazin-2-yl)acetonitrile FC(C(=O)N1[C@H](CN(CC1)C=1C2=C(N=C(N1)OCC13CCCN3CCC1)CC(OC2)C2=CC=CC1=CC=CC(=C21)C)CC#N)=C